Cl.NC1=C(C=C(C=C1)C1=NC=2C=NC(=NC2N(C1=O)C(C)C)NC1CCC(CC1)N(C)C)F 6-(4-Amino-3-fluoro-phenyl)-2-[[4-(dimethylamino)cyclohexyl]amino]-8-isopropyl-pteridin-7-one hydrochloride